methyl 4-(((3S,4S,5S,6R)-3,4,5-trihydroxy-6-((pyrimidin-2-ylamino) methyl)tetrahydro-2H-pyran-2-yl)oxy)benzoate O[C@@H]1C(O[C@@H]([C@H]([C@@H]1O)O)CNC1=NC=CC=N1)OC1=CC=C(C(=O)OC)C=C1